P(=S)(S[Si](C)(C)C)(O[Si](C)(C)C)O[Si](C)(C)C tris(trimethylsilyl) dithiophosphate